NS(=NC(CC1=C(C=C(C=C1C(C)C)COC)C(C)C)=O)(=O)C=1SC=C(C1)C(C)(C)O N-(amino(4-(2-hydroxypropan-2-yl)thiophen-2-yl)(oxo)-λ6-sulfaneylidene)-2-(2,6-diisopropyl-4-(methoxymethyl)phenyl)acetamide